N-(5-(imidazo[1,2-a]pyridin-2-ylethynyl)-8-(methylamino)-2,7-naphthyridin-3-yl)cyclopropanecarboxamide N=1C(=CN2C1C=CC=C2)C#CC2=C1C=C(N=CC1=C(N=C2)NC)NC(=O)C2CC2